(R)-N-(2-(4-Cyanothiazolidin-3-yl)-2-oxoethyl)-6-(1-cyclopropyl-1H-pyrazol-4-yl)-quinoline-4-carboxamide C(#N)[C@H]1N(CSC1)C(CNC(=O)C1=CC=NC2=CC=C(C=C12)C=1C=NN(C1)C1CC1)=O